6-(2-(1H-tetrazol-5-yl)phenyl)-N2-(4-fluorobenzyl)-N2-isobutyl-N4-(2-methylpyridin-3-yl)pyridine-2,4-diamine N1N=NN=C1C1=C(C=CC=C1)C1=CC(=CC(=N1)N(CC(C)C)CC1=CC=C(C=C1)F)NC=1C(=NC=CC1)C